N-(1-((1R,2R)-2-(difluoromethyl)-2-methylcyclopropyl)-2-oxo-1,2-dihydropyridin-3-yl)-7-isopropoxy-2-(1-methyl-2-oxabicyclo[2.1.1]hexan-4-yl)imidazo[1,2-a]pyrimidine-6-carboxamide FC([C@]1([C@@H](C1)N1C(C(=CC=C1)NC(=O)C=1C(=NC=2N(C1)C=C(N2)C21COC(C2)(C1)C)OC(C)C)=O)C)F